[O-2].[Al+3].[Co+2].[Ni+2] nickel-cobalt-aluminum oxide